ClC=1C=C(C=CC1C(=O)N1CCNCC1)C=1N=C(N(C1C=1C(=NNC1)C(F)(F)F)C)C(=O)N [3-chloro-4-(piperazine-1-carbonyl)phenyl]-1-methyl-5-[3-(trifluoromethyl)-1H-pyrazol-4-yl]imidazole-2-carboxamide